C1=CC(=CC=C1N=NC2=C(C3=C(C(=C(C=C3C=C2S(=O)(=O)[O-])S(=O)(=O)[O-])N=NC4=CC=C(C=C4)S(=O)(=O)CCOS(=O)(=O)[O-])N)O)S(=O)(=O)CCOS(=O)(=O)[O-] The molecule is the organosulfonate oxoanion that is the tetraanionic form of the azo dye remazole black-GR. It has a role as a dye. It is an organosulfonate oxoanion, a sulfone and a bis(azo) compound.